FC1=CC=C(C=C1)N1N=CC2=CC(=C(C=C12)C)C12CNCC2C1C1=CC=CC=C1 1-(4-fluorophenyl)-6-methyl-5-(6-phenyl-3-azabicyclo[3.1.0]hexan-1-yl)-1H-indazole